((2R,3R,4S,5R)-3,4-dihydroxy-5-(hydroxymethyl)tetrahydrofuran-2-yl)-5-iodopyrimidine-2,4(1H,3H)-dione O[C@H]1[C@@H](O[C@@H]([C@H]1O)CO)N1C(NC(C(=C1)I)=O)=O